(R)-7-amino-N-(1-(3-fluoropyridin-2-yl)ethyl)-N-((5-(trifluoromethyl)pyridin-2-yl)methyl)-6-((trimethylsilyl)ethynyl)-1,8-naphthyridine-3-carboxamide NC1=C(C=C2C=C(C=NC2=N1)C(=O)N(CC1=NC=C(C=C1)C(F)(F)F)[C@H](C)C1=NC=CC=C1F)C#C[Si](C)(C)C